C(CCCCCCCCCCCCCCC)OC(CCCCCCCCCCCCCCCCC)=O.[Na] sodium cetylstearate